N1CCC(CC1)C1=CC=C(N=N1)C=1C(=CC2=CC(=CC=C2C1)O)O 3-(6-(piperidin-4-yl)pyridazin-3-yl)naphthalene-2,7-diol